4-amino-1-methyl-N-(1-piperidyl)-N-[[5-(trifluoromethyl)-2-pyridyl]methyl]pyrazolo[4,3-c]quinoline-8-carboxamide NC1=NC=2C=CC(=CC2C2=C1C=NN2C)C(=O)N(CC2=NC=C(C=C2)C(F)(F)F)N2CCCCC2